BrC=1C=C2C(=NC=NC2=C(C1)Br)N([C@@H](C)C1=NC=NN1C1=CC(=NC=N1)C(=O)NC)C 6-[5-[(1S)-1-[(6,8-dibromoquinazolin-4-yl)-methyl-amino]ethyl]-1,2,4-triazol-1-yl]-N-methyl-pyrimidine-4-carboxamide